BrC1=C(C#N)C=C(C=C1)\C=C\C=O (E)-2-bromo-5-(3-oxoprop-1-en-1-yl)benzonitrile